2'-trifluoromethyl-[1,1'-biphenyl] FC(C1=C(C=CC=C1)C1=CC=CC=C1)(F)F